CC1(CB(CC1(C)C)C1=CN=NC=C1)C 4-(3,3,4,4-tetramethylborolan-1-yl)pyridazine